BrC=1C=C(C=CC1)C=1N=C(SC1)NC(CNC(=O)C1=CN(C=C1)S(=O)(=O)C)=O N-[2-[[4-(3-bromophenyl)thiazol-2-yl]amino]-2-oxo-ethyl]-1-methylsulfonyl-pyrrole-3-carboxamide